2,6-difluoro-3-nitrobenzonitrile FC1=C(C#N)C(=CC=C1[N+](=O)[O-])F